4-((2-chloro-1H-benzo[d]imidazol-1-yl)methyl)benzonitrile ClC1=NC2=C(N1CC1=CC=C(C#N)C=C1)C=CC=C2